C(C)(C)(C)OC(=O)N1C(C(C2=CC=CC=C12)(C1=CC=CC=C1)C1C(C2=CC(=C(C=C2C=C1)F)F)O)=O (6,7-difluoro-1-hydroxy-1,2-dihydronaphthalene-2-yl)-2-oxo-3-phenylindoline-1-carboxylic acid tert-butyl ester